CC1(CC(OC(=C1)C1=[N+](N(C2=CC=C(C=C12)I)C)[O-])=O)C 3-(4,4-Dimethyl-2-oxo-3,4-dihydro-2H-pyran-6-yl)-5-iodo-1-methyl-1H-indazole 2-oxide